dimethyl 5-[3-[tert-butoxycarbonyl(methyl)amino]propylcarbamoyl]benzene-1,3-dicarboxylate C(C)(C)(C)OC(=O)N(CCCNC(=O)C=1C=C(C=C(C1)C(=O)OC)C(=O)OC)C